O1CCN(CC1)CCC(=O)C1=CC(=CC=C1)[N+](=O)[O-] 3-morpholino-1-(3-nitrophenyl)propan-1-one